(3R,4R)-1-(1-(2,5-Dichlorobenzyl)-5,6-difluoro-1H-benzimidazol-2-yl)-4-fluoro-3-piperidinamin ClC1=C(CN2C(=NC3=C2C=C(C(=C3)F)F)N3C[C@H]([C@@H](CC3)F)N)C=C(C=C1)Cl